ClC1=C(C=CC(=C1)Cl)NC(=O)C1=NC(=NO1)C1=CC=CC=C1 N-(2,4-dichlorophenyl)-3-phenyl-1,2,4-oxadiazole-5-carboxamide